(2-amino-1H-imidazol-4-yl)(7-(4-(trifluoromethyl)-phenoxy)-3,4-dihydroisoquinolin-2(1H)-yl)meth-anone NC=1NC=C(N1)C(=O)N1CC2=CC(=CC=C2CC1)OC1=CC=C(C=C1)C(F)(F)F